methyl 4-({3-chloro-7H-pyrrolo[2,3-c]pyridazin-7-yl}methyl)piperidine-1-carboxylate ClC1=CC2=C(N=N1)N(C=C2)CC2CCN(CC2)C(=O)OC